COC1=CC=CC=C1C1=NOC(=N1)C 2-methoxy-3-(5-methyl-1,2,4-oxadiazol-3-yl)benzene